COC(=O)C1=NC=C(C=C1)C(=O)OC(C)(C)C Pyridine-2,5-dicarboxylic acid 5-(tert-butyl) 2-methyl ester